(2R)-2-amino-3-[(pyridin-2-yl)-amino]propanoic acid N[C@@H](C(=O)O)CNC1=NC=CC=C1